C(C)(C)(C)C=1C=C(C=C(C1O)C(C)(C)C)O 3,5-di-t-butyl-4-hydroxyphenol